1,2,3-trifluoropropane FCC(CF)F